ethyl 3-(3-amino-4-{[(3R)-4-hydroxy-3-methylbutyl]amino}-2-methylphenyl)-3-(3-{[6-(benzyloxy)-2,2-dioxo-2H-1,2λ6,3-benzoxathiazin-3(4H)-yl]methyl}-4-methylphenyl)propanoate NC=1C(=C(C=CC1NCC[C@H](CO)C)C(CC(=O)OCC)C1=CC(=C(C=C1)C)CN1S(OC2=C(C1)C=C(C=C2)OCC2=CC=CC=C2)(=O)=O)C